triacontyl borate B(OCCCCCCCCCCCCCCCCCCCCCCCCCCCCCC)([O-])[O-]